C(CCCCCCC)NC(OC1=CC(=CC=C1)C=1C=NC=C(C1)C1=NN=NN1COCC[Si](C)(C)C)=O 3-(5-(1-((2-(trimethylsilyl)ethoxy)methyl)-1H-tetrazol-5-yl)pyridin-3-yl)phenyl octylcarbamate